tert-butyl-N-(piperidin-4-yl)carbamate C(C)(C)(C)OC(NC1CCNCC1)=O